OC(C)[C@@H]1CCC(N1C(=O)OC(C)(C)C)C(=O)OC 1-(tert-butyl) 2-methyl (5S)-5-(1-hydroxyethyl)pyrrolidine-1,2-dicarboxylate